3-(4-(aminomethyl)phenyl)-6-((1-(2-fluoro-4-(5-methylthiophen-2-yl)benzyl)-4-hydroxypiperidin-4-yl)methyl)-2-methyl-2,6-dihydro-7H-pyrazolo[4,3-d]pyrimidin-7-one dihydrochloride Cl.Cl.NCC1=CC=C(C=C1)C=1N(N=C2C1N=CN(C2=O)CC2(CCN(CC2)CC2=C(C=C(C=C2)C=2SC(=CC2)C)F)O)C